NC1C2=CC=CC=C2C=2C=CC=CC12 9-Aminofluorene